(8-hydroxy-2-methylquinolin-6-yl)(morpholino)methanone OC=1C=C(C=C2C=CC(=NC12)C)C(=O)N1CCOCC1